CC1=CSC2=C1N=C(N=C2NC=2N=CN(C2)C2=CC(=C(C(=C2)OC)OC)OC)C(=C)C 7-methyl-2-(prop-1-en-2-yl)-N-(1-(3,4,5-trimethoxyphenyl)-1H-imidazol-4-yl)thieno[3,2-d]pyrimidin-4-amine